N6-(2-aminoethyl)-N4-[2-(3-chloro-4-methoxyphenyl)ethyl]-1-methyl-1H-pyrazolo[3,4-d]pyrimidine-4,6-diamine NCCNC1=NC(=C2C(=N1)N(N=C2)C)NCCC2=CC(=C(C=C2)OC)Cl